N-(4-chlorophenyl)-4-{3-(4-chlorophenyl)-1-[2-(pyrrolidin-1-yl)ethyl]ureido}-3-methylbenzamide ClC1=CC=C(C=C1)NC(C1=CC(=C(C=C1)N(C(=O)NC1=CC=C(C=C1)Cl)CCN1CCCC1)C)=O